C12=NC=3NC=CC3C=C2N(CCO1)C1=C(C(=O)N)C=CC=C1 2-[13-oxa-2,4,10-triazatricyclo[7.4.0.0^[3,7]]trideca-1,3(7),5,8-tetraen-10-yl]benzamide